bis(1-hydroxyethyl)ferrocene OC(C)[C-]1C=CC=C1.[C-]1(C=CC=C1)C(C)O.[Fe+2]